CC(CCCC1=C(C=C(C=C1)OC)N1CCC(CC1)COC=1C=C(C=CC1)C[C@@H](CC)P(OCC)(=O)C)(C)C ethyl ((R)-1-(3-((1-(2-(4,4-dimethylpentyl)-5-methoxyphenyl)piperidin-4-yl)methoxy)phenyl)butan-2-yl)(methyl)phosphinate